2-(1-adamantyl)-propene C12(CC3CC(CC(C1)C3)C2)C(=C)C